(S)-N-(3-chloro-4-fluorophenyl)-N-cyclopropyl-3-(6-methyl-4-(trifluoromethyl)-pyridin-2-yl)-2-oxoimidazolidine-4-carboxamide ClC=1C=C(C=CC1F)N(C(=O)[C@H]1N(C(NC1)=O)C1=NC(=CC(=C1)C(F)(F)F)C)C1CC1